1-(6-aminohexyl)-1H-pyrrole-2,5-dione NCCCCCCN1C(C=CC1=O)=O